BrC=1C=C2C(=CC1)COC(C21CC=2N=C(N=C(C2CO1)Cl)SC)(C)C 6-bromo-4'-chloro-3,3-dimethyl-2'-(methylthio)-5',8'-dihydrospiro[isochromane-4,7'-pyrano[4,3-d]pyrimidine]